N-(5-(2-cyclopentylacetamido)-2-methylpyridin-3-yl)-2-(1-methyl-1H-pyrazol-4-yl)-1-((2-(trimethylsilyl)ethoxy)methyl)-1H-pyrrolo[2,3-b]pyridine-5-carboxamide C1(CCCC1)CC(=O)NC=1C=C(C(=NC1)C)NC(=O)C=1C=C2C(=NC1)N(C(=C2)C=2C=NN(C2)C)COCC[Si](C)(C)C